diethyl (4-(3-morpholinopropoxy)phenylsulfonyl)methylphosphonate O1CCN(CC1)CCCOC1=CC=C(C=C1)S(=O)(=O)CP(OCC)(OCC)=O